methyl-N-((7-chloro-8-fluoroimidazo[1,5-a]pyridin-1-yl)methyl)-5-(6-cyclopropylimidazo[1,2-a]pyridin-2-yl)-6,7-dihydro-5H-pyrrolo[1,2-a]imidazole-3-carboxamide CC=1N=C2N(C1C(=O)NCC=1N=CN3C1C(=C(C=C3)Cl)F)C(CC2)C=2N=C3N(C=C(C=C3)C3CC3)C2